3-(4-bromo-3-fluoro-2-nitrophenyl)furan BrC1=C(C(=C(C=C1)C1=COC=C1)[N+](=O)[O-])F